methyl-o-chlorophenyl-sulfimide CS(=N)C1=C(C=CC=C1)Cl